(R)-3-(3-fluoro-5-(3-fluorophenoxy)phenyl)isoxazolidine (12S)format C(=O)O.FC=1C=C(C=C(C1)OC1=CC(=CC=C1)F)[C@@H]1NOCC1